(3S,8S,9S,10R,13R,14S,17R)-17-((2R,5R)-5-ethyl-6-methylheptan-2-yl)-10,13-dimethyl-2,3,4,7,8,9,10,11,12,13,14,15,16,17-tetradecahydro-1H-cyclopenta[a]phenanthren-3-yl 2-chloroacetate ClCC(=O)O[C@H]1CC[C@@]2([C@H]3CC[C@@]4([C@H](CC[C@H]4[C@@H]3CC=C2C1)[C@H](C)CC[C@H](C(C)C)CC)C)C